ClC=1C=C(C(=C2C(N(CC12)[C@H]1C(NC(CC1)=O)=O)=O)F)CNC(OC1CC(C1)(C=1C(=NC=CC1)OC(F)(F)F)O)=O (1r,3r)-3-hydroxy-3-(2-(trifluoromethoxy)pyridin-3-yl)cyclobutyl ((7-chloro-2-(2,6-dioxopiperidin-3-yl)-4-fluoro-3-oxoisoindolin-5-yl)methyl)carbamate